(hydroxymethyl)imidazole-4-carboxamide OCC=1NC=C(N1)C(=O)N